[Na].C(C)N1N=C(C=C1)S(=O)(=O)NC(NC1=C2CCCC2=CC=2CCCC12)=O 1-Ethyl-N-((1,2,3,5,6,7-hexahydro-s-indacen-4-yl)carbamoyl)-1H-pyrazole-3-sulfonamide, sodium salt